7-oxo-4,5,6,7-tetrahydrobenzo[b]thiophene-3-carboxylate O=C1CCCC2=C1SC=C2C(=O)[O-]